FC(OC1=NC=CC(=C1)[C@@H](C)NC(=O)N[C@H]1[C@@H](C1)C1=CC=CC=C1)F 1-((R)-1-(2-(difluoromethoxy)pyridin-4-yl)ethyl)-3-((1R,2S)-2-phenylcyclopropyl)urea